C(C)(C)(C)OC(=O)N1C[C@H]([C@@H](C1)C1=CC=C(C=C1)C#N)C(=O)O |r| Racemic-(3S*,4R*)-1-(tert-butoxycarbonyl)-4-(4-cyanophenyl)pyrrolidine-3-carboxylic acid